BrC1=C(C(=C(C=C1)I)F)F 1-bromo-2,3-difluoro-4-iodo-benzene